C12CN(CC(CC1)O2)CC=2C=C(C=C(C2C)Cl)NC(OC2=CC=CC=C2)=O phenyl (3-(8-oxa-3-azabicyclo[3.2.1]octan-3-ylmethyl)-5-chloro-4-methylphenyl)carbamate